2-methoxy-1,3-dimethyl-5-nitrobenzene COC1=C(C=C(C=C1C)[N+](=O)[O-])C